N-(3-indoleacetyl)-L-alanine N1C=C(C2=CC=CC=C12)CC(=O)N[C@@H](C)C(=O)O